(S)-(4-(7-fluoro-1H-benzo[d]imidazol-2-yl)-6,7-dihydro-1H-imidazo[4,5-c]pyridin-5(4H)-yl)(pyrazolo[1,5-a]pyridin-3-yl)methanone FC1=CC=CC2=C1NC(=N2)[C@H]2N(CCC1=C2N=CN1)C(=O)C=1C=NN2C1C=CC=C2